C(C)(C)(C)OC(=O)N1C=C(C2=CC=CC=C12)CS(=O)C=1SC=CC1 3-((thien-2-ylsulfinyl)methyl)-1H-indole-1-carboxylic acid tert-butyl ester